C(C)OC(C[C@H]1[C@@H](C(CC1)=O)CCCCC)=O trans-ethyl-3-oxo-2-pentylcyclopentanacetate